(1E,2E)-2-(2-(3-fluorophenyl)hydrazono)acetaldehyde O-acetyl oxime C(C)(=O)O\N=C\C=N\NC1=CC(=CC=C1)F